C(CCCCCCC)(=O)Cl caprylyl chloride